7-fluoro-5-(7-fluoro-3,4-dihydro-quinolin-1(2H)-yl)-[1,2,4]triazolo[4,3-a]quinazolin-8-amine FC=1C=C2C(=NC=3N(C2=CC1N)C=NN3)N3CCCC1=CC=C(C=C31)F